C1(CC1)C=1ON=C2C1C(CCC1=C2C2=C(N=CN=C2N)N1C(C)C)OC 3-cyclopropyl-7-isopropyl-4-methoxy-4,5,6,7-tetrahydroisoxazolo[4'',3'':6',7']cyclohepta[1',2':4,5]pyrrolo[2,3-d]pyrimidin-11-amine